5-((1R,4R)-2,5-diazabicyclo[2.2.1]heptane-2-yl)-2-(2,6-dioxopiperidin-3-yl)-6-Fluoroisoindoline-1,3-dione [C@H]12N(C[C@H](NC1)C2)C=2C=C1C(N(C(C1=CC2F)=O)C2C(NC(CC2)=O)=O)=O